N=C1C(C=CC=C1)B(O)O iminophenylboronic acid